(1S)-1-(2-methylpropyl)-6-(4-methyl-2H-1,2,3-triazol-2-yl)-2-[4-(trifluoromethyl)-1,3,5-triazin-2-yl]-2,3,4,9-tetrahydro-1H-pyrido[3,4-b]indole CC(C[C@@H]1N(CCC2=C1NC1=CC=C(C=C21)N2N=CC(=N2)C)C2=NC=NC(=N2)C(F)(F)F)C